FC=1C=C2C(=CNC2=CC1)NC(=O)NC1=CC=C(C=C1)SC(F)(F)F (5-fluoro-1H-indol-3-yl)-3-(4-((trifluoromethyl)thio)phenyl)urea